FC(OC1=CC=C(C=C1)C1=CN=C2N1C=CN=C2NC2=CC(=C(C(=O)NC1CN3CCC1CC3)C=C2)C)F 4-((3-(4-(difluoromethoxy)phenyl)imidazo[1,2-a]pyrazin-8-yl)amino)-2-methyl-N-(quinuclidin-3-yl)benzamide